4-[(2R)-2-[3-(cyclopentyloxy)-4-methoxyphenyl]-2-phenylethyl]-pyridine hydrochloride Cl.C1(CCCC1)OC=1C=C(C=CC1OC)[C@H](CC1=CC=NC=C1)C1=CC=CC=C1